methyl 2-[(4-methyl-5-oxo-3-propoxy-1,2,4-triazole-1-carbonyl)sulfamoyl]benzoate CN1C(=NN(C1=O)C(=O)NS(=O)(=O)C1=C(C(=O)OC)C=CC=C1)OCCC